FC1(C(CNCC1C)CCN1C(C2=CC=CC=C2C1=O)=O)F 2-[2-(4,4-difluoro-5-methyl-3-piperidinyl)ethyl]isoindoline-1,3-dione